tert-butyl (R)-6-(4-(2-(benzyloxy)phenyl)piperidin-1-yl)-2-azaspiro[3.4]octane-2-carboxylate tert-butyl-(R)-6-amino-2-azaspiro[3.4]octane-2-carboxylate C(C)(C)(C)OC(=O)N1CC2(C1)C[C@@H](CC2)N.C(C2=CC=CC=C2)OC2=C(C=CC=C2)C2CCN(CC2)[C@H]2CC1(CN(C1)C(=O)OC(C)(C)C)CC2